CC=1C=C(C=C(C1)ONC1=CC=CC=C1)ONC1=CC=CC=C1 4'-[5-methyl-(1,3-phenylene)dioxy]Bis(aniline)